FC(S(=O)(=O)OC1=CC2=CC=CC=C2C=2SC(=CC21)C)(F)F 2-Methylnaphtho[1,2-b]thiophen-4-yl trifluoromethanesulfonate